NC1=C(C=C(C=C1)C=1C(CC(NN1)=O)C)[N+](=O)[O-] 6-(4-Amino-3-nitrophenyl)-5-methyl-4,5-dihydropyridazine-3(2H)-one